C(=O)O[C@H]1[C@@H]([C@H]([C@@H](C1)OC1OCCCC1)CO[Si](C(C)(C)C)(C)C)C=CC (1R,2R,3S,4R)-3-({[dimethyl(2-methyl-2-propanyl)silyl]oxy}methyl)-2-(1-propen-1-yl)-4-(tetrahydro-2H-pyran-2-yloxy)cyclopentyl formate